COC1=CC=C(C=C1)C1=C(SC2=NC=3NCCC3C(=C12)O)C 4-methoxyphenyl-methyl-4-thia-2,12-diazatricyclo[7.3.0.03,7]dodeca-1(9),2,5,7-tetraene-8-ol